4-[3-[2,6-Dichloro-4-[(1S,4S)-5-(oxetan-3-yl)-2,5-diazabicyclo[2.2.1]heptan-2-yl]benzoyl]-2,4-dihydro-1,3-benzoxazin-8-yl]-5-fluoro-2-(3-oxa-8-azabicyclo[3.2.1]octan-8-yl)benzoic acid ClC1=C(C(=O)N2COC3=C(C2)C=CC=C3C3=CC(=C(C(=O)O)C=C3F)N3C2COCC3CC2)C(=CC(=C1)N1[C@@H]2CN([C@H](C1)C2)C2COC2)Cl